mono-oleoyl-ethylenediamine C(CCCCCCC\C=C/CCCCCCCC)(=O)NCCN